ClC=1C(=CC(N(N1)CC1=CC=C(C=C1)OC)=O)C1=CC=NN1C 6-chloro-2-(4-methoxybenzyl)-5-(1-methyl-1H-pyrazol-5-yl)pyridazin-3(2H)-one